FC(C=1C=C(C=CC1)[C@@H](C)N)F (R)-1-(3-(difluoromethyl)phenyl)ethan-1-amine